ClC1=C(C(N(C2=NC(=C(C=C12)Cl)C1=C(C=CC=C1OC)F)C=1C(=NC=CC1SC)C(C)C)=O)[N+](=O)[O-] 4,6-Dichloro-7-(2-fluoro-6-methoxyphenyl)-1-(2-isopropyl-4-(methylthio)pyridin-3-yl)-3-nitro-1,8-Naphthyridin-2(1H)-one